C(C)(C)(C)OC(=O)NC1(CC(C1)C(=O)OC(C)(C)C)C(C)(C)O cis-tert-Butyl 3-(tert-butoxycarbonylamino)-3-(1-hydroxy-1-methyl-ethyl)cyclobutanecarboxylate